2-trifluoromethyl-pyrimidine-4,5-diamine FC(C1=NC=C(C(=N1)N)N)(F)F